N1=C(C=CC=C1C(=O)OC[C@]1(N2CCC(C1=O)CC2)COC)C(=O)OC[C@]2(N1CCC(C2=O)CC1)COC bis(((1S,2R,4S)-2-(methoxymethyl)-3-oxoquinuclidin-2-yl)methyl) pyridine-2,6-dicarboxylate